C(C=1C(C(=O)OCCCCCCC(C)C)=CC=CC1)(=O)OCCCCCCC(C)C 1,2-di-isononyl phthalate